(S)-1-(1-(3-Chloro-5-fluoro-2-((4-methoxyphenoxy)methyl)phenyl)ethyl)-3,3-dimethylpiperazin-2-one ClC=1C(=C(C=C(C1)F)[C@H](C)N1C(C(NCC1)(C)C)=O)COC1=CC=C(C=C1)OC